6-((1-hydroxypropan-2-yl)(methyl)amino)nicotinonitrile OCC(C)N(C1=NC=C(C#N)C=C1)C